3-(3-(5-(methyl-d3)furan-2-yl)-[1,2,4]triazolo[4,3-b]pyridazin-6-yl)aniline C(C1=CC=C(O1)C1=NN=C2N1N=C(C=C2)C=2C=C(N)C=CC2)([2H])([2H])[2H]